1-(4-(4-((3-chlorobenzyl)amino)-6-(3,5-dimethylisoxazol-4-yl)quinazolin-2-yl)piperazin-1-yl)ethanone ClC=1C=C(CNC2=NC(=NC3=CC=C(C=C23)C=2C(=NOC2C)C)N2CCN(CC2)C(C)=O)C=CC1